Cyclopentasilan [SiH2]1[SiH2][SiH2][SiH2][SiH2]1